titanium-aluminum-titanium-nickel-silver [Ag].[Ni].[Ti].[Al].[Ti]